N-[6-[[2-[5-ethyl-2-methoxy-4-[4-(4-methylpiperazin-1-yl)-1-piperidyl]anilino]-5-(trifluoromethyl)pyrimidin-4-yl]amino]quinoxalin-5-yl]methanesulfonamide C(C)C=1C(=CC(=C(NC2=NC=C(C(=N2)NC=2C(=C3N=CC=NC3=CC2)NS(=O)(=O)C)C(F)(F)F)C1)OC)N1CCC(CC1)N1CCN(CC1)C